C(#N)[C@H]1N(CC(C1)(F)F)C(CNC(C1=C(C=NC=C1)C1=CC=C(C=C1)OCCCN1CCNCC1)=O)=O (S)-N-(2-(2-cyano-4,4-difluoropyrrolidin-1-yl)-2-oxoethyl)-3-(4-(3-(piperazin-1-yl)propoxy)phenyl)isonicotinamide